1-(4-nitrophenyl)-1H-imidazole-2-carbaldehyde [N+](=O)([O-])C1=CC=C(C=C1)N1C(=NC=C1)C=O